CN(CCNCCOC)C [2-(dimethylamino)ethyl](2-methoxyethyl)amine